bis(4-(tertiary butyl)-2-(diphenylphosphino)phenyl)methane C(C)(C)(C)C1=CC(=C(C=C1)CC1=C(C=C(C=C1)C(C)(C)C)P(C1=CC=CC=C1)C1=CC=CC=C1)P(C1=CC=CC=C1)C1=CC=CC=C1